[C@@H]1([C@H](O)[C@@H](O)[C@H](O)[C@H](O1)C(=O)O)O[C@H]([C@@H]([C@H](C=O)O)O)[C@H](O)CO 4-O-β-D-Glucopyranuronosyl-D-galactose